COC(=O)C1=NC(=CC=C1OCC1CCOCC1)Br 6-bromo-3-((tetrahydro-2H-pyran-4-yl)methoxy)-2-pyridinecarboxylic acid methyl ester